Cl.Cl.Cl.C(#N)C1=NC(=NC(=C1)C)N1CCN(CC1)S(=O)(=O)C=1C=CC(=NC1)NC(C1=C(C=CC(=C1)CNC(CN)CN)N(S(=O)(=O)C)C)=O N-(5-((4-(4-Cyano-6-methylpyrimidin-2-yl)piperazin-1-yl)sulfonyl)pyridin-2-yl)-5-(((1,3-diaminopropan-2-yl)amino)methyl)-2-(N-methylmethylsulfonamido)benzamide trihydrochloride